4-((1R,5R)-2-acryloyl-2,6-diazabicyclo[3.2.0]hept-6-yl)-7-(8-chloronaphthalen-1-yl)-8-fluoro-2-(((S)-1-methylpyrrolidin-2-yl)methoxy)-1,6-naphthyridine-3-acetonitrile C(C=C)(=O)N1[C@@H]2CN([C@@H]2CC1)C1=C(C(=NC2=C(C(=NC=C12)C1=CC=CC2=CC=CC(=C12)Cl)F)OC[C@H]1N(CCC1)C)CC#N